C(C)(C)(C)NC(CN1CCC2(CC2NC(C2=CC(=CC(=C2)Cl)Cl)=O)CC1)=O N-(6-(2-(tert-butylamino)-2-oxoethyl)-6-azaspiro[2.5]oct-1-yl)-3,5-dichlorobenzamide